C(=O)C=1C=C(C(=O)OC)C=C(C1O)OC methyl 3-formyl-4-hydroxy-5-methoxybenzoate